ClC=1C=CC=C2C=CCN(C12)C1=CC=C(C=C1)OC(F)(F)Cl 8-chloro-N-(4-(chlorodifluoromethoxy)phenyl)quinolin